N-octylheptane-1,7-diamine C(CCCCCCC)NCCCCCCCN